C(C=C)(=O)OC12C(C3CC(CC(C1)C3)C2)OC(C=C)=O adamantanediol diacrylate